CCCCCCCCCCC(C)S 11-Dodecyl mercaptan